OC[C@@H]1N(CC1)C(=O)OC(C)(C)C tert-butyl (2R)-2-(hydroxymethyl)azetidine-1-carboxylate